C(C)OC=1C=C(C=NC1)C=1C=C(C=C(C1)OC(F)(F)F)CN1CCNCC1 4-[[3-(5-Ethoxypyridin-3-yl)-5-(trifluoromethoxy)phenyl]methyl]piperazin